ClC=1C(=NC=C(C1)Cl)OCCCN1C(NC2=C1C=C(C=C2)C(=O)O)=O 3-(3-((3,5-dichloropyridin-2-yl)oxy)propyl)-2-oxo-2,3-dihydro-1H-benzo[d]imidazole-5-carboxylic acid